trimethyl-13-oxabicyclo-[10.1.0]-trideca-4,8-diene CC1(C2(OC2CCC=CCCC=CC1)C)C